carboxy-7-((3'-methyl-[1,1'-biphenyl]-2-yl)oxy)-1,2,3,4-tetrahydronaphthalene-2-aminium chloride [Cl-].C(=O)(O)C1C(CCC2=CC=C(C=C12)OC1=C(C=CC=C1)C1=CC(=CC=C1)C)[NH3+]